FC=1C=NC=CC1N1C[C@H]2N(CC1)C(N(C2)CC2=CC(=CC=C2)OC)=O (R)-7-(3-Fluoropyridin-4-yl)-2-(3-methoxybenzyl)hexahydroimidazo[1,5-a]pyrazin-3(2H)-one